O1C(CCCC1)N1N=CC(=C1)C1=CC(=C2C=CC3=C(C=C(C4=CC=C1C2=C34)C=3C=NN(C3)C3OCCCC3)C=3C=NN(C3)C3OCCCC3)C=3C=NN(C3)C3OCCCC3 1,3,6,8-tetra(1-(tetrahydro-2H-pyran-2-yl)-1H-pyrazole-4-yl)pyrene